ClC1=C(C=C(C(=C1)C)Cl)N=C=O 1,4-dichloro-2-isocyanato-5-methylbenzene